C1(CC1)C1=NNC(=N1)C1CC2(CN(C2)C(=O)N2CC3(C2)CC(C3)CC3=CC=C2C(=N3)C=NN2)C1 [6-(3-cyclopropyl-1H-1,2,4-triazol-5-yl)-2-azaspiro[3.3]heptan-2-yl]-[6-(1H-pyrazolo[4,3-b]pyridin-5-ylmethyl)-2-azaspiro[3.3]heptan-2-yl]methanone